2-methyl-N-benzyl-5-vinyl-4,5-dihydrofuran-3-formamide CC=1OC(CC1C(=O)NCC1=CC=CC=C1)C=C